2-(3-bromo-5-fluorophenethyl)-6-(2,5-dimethyl-1H-pyrrol-1-yl)-4-methylpyridine BrC=1C=C(CCC2=NC(=CC(=C2)C)N2C(=CC=C2C)C)C=C(C1)F